C(C(C)C)(=O)OOC(C)(C)C 1-t-butyl peroxyisobutyrate